dodecenyl-succinic acid isooctyl ester C(CCCCC(C)C)OC(C(CC(=O)O)C=CCCCCCCCCCC)=O